C(C)N(C1=NC=CC(=C1F)CC=1C(=C(C(=C(C(=O)N)C1)NC1=C(C=C(C=C1)I)F)F)F)S(N)(=O)=O 5-[[2-(Ethyl-sulfamoylamino)-3-fluoropyridin-4-yl]methyl]-3,4-difluoro-2-(2-fluoro-4-iodoanilino)benzamide